N-((1R,4R)-4-(2-oxa-6-azaspiro[3.3]heptan-6-yl)cyclohexyl)-2-(3-((2-(2-fluoroethoxy)-4-(methylsulfonyl)phenyl)amino)prop-1-yn-1-yl)-1-(2,2,2-trifluoroethyl)-1H-indol-4-amine C1OCC12CN(C2)C2CCC(CC2)NC=2C=1C=C(N(C1C=CC2)CC(F)(F)F)C#CCNC2=C(C=C(C=C2)S(=O)(=O)C)OCCF